(7-isopropyl-4-oxo-2-(2,2,2-trifluoro-1-hydroxy ethyl)pyrazolo[1,5-d][1,2,4]triazin-5(4H)-yl)acetate C(C)(C)C1=NN(C(C=2N1N=C(C2)C(C(F)(F)F)O)=O)CC(=O)[O-]